dimethyl-bis{2-(5-methyl-2-thienyl)-4-(4-t-butylphenyl)indenyl}silane C[Si](C1C(=CC2=C(C=CC=C12)C1=CC=C(C=C1)C(C)(C)C)C=1SC(=CC1)C)(C1C(=CC2=C(C=CC=C12)C1=CC=C(C=C1)C(C)(C)C)C=1SC(=CC1)C)C